1-(4-fluoro-2-hydroxy-phenyl)-6-[3-(2-hydroxyethylsulfanyl)propyl]pyrazolo[3,4-d]pyrimidin-4-ol FC1=CC(=C(C=C1)N1N=CC=2C1=NC(=NC2O)CCCSCCO)O